Cl.Cl.FC1=C(C=CC(=C1F)C1NCCC1)C=1N=C2SC3=C(N2C1)C=CC(=C3)C(=O)NCCCN3CCC(CC3)F (2,3-difluoro-4-(pyrrolidin-2-yl)phenyl)-N-(3-(4-fluoropiperidin-1-yl)propyl)benzo[d]imidazo[2,1-b]thiazole-7-carboxamide dihydrochloride